4-((4-formylpiperidine-1-yl)methyl)piperidine C(=O)C1CCN(CC1)CC1CCNCC1